BrC=1C(=C(C=CC1)NC(CN(C(CN1N=C(C2=CC=CC=C12)C(=O)N)=O)C1CC1)=O)F 1-(2-((2-((3-bromo-2-fluorophenyl)amino)-2-oxoethyl)(cyclopropyl)amino)-2-oxoethyl)-1H-indazole-3-carboxamide